(1-(3-(chloromethyl)-3'-fluoro-[1,1'-biphenyl]-4-yl)-3-(piperidine-1-carbonyl)piperidin-3-yl)carbamic acid tert-butyl ester C(C)(C)(C)OC(NC1(CN(CCC1)C1=C(C=C(C=C1)C1=CC(=CC=C1)F)CCl)C(=O)N1CCCCC1)=O